N'-[(2R)-2-benzyloxy-2-(trifluoromethyl)hex-5-enoyl]-3-nitro-5-(trifluoromethyl)pyridine-2-carbohydrazide C(C1=CC=CC=C1)O[C@@](C(=O)NNC(=O)C1=NC=C(C=C1[N+](=O)[O-])C(F)(F)F)(CCC=C)C(F)(F)F